4-(isopropylamino)-2-((4-(4-morpholino-piperidine-1-carbonyl)-2,3-dihydro-benzofuran-7-yl)amino)-7H-pyrrolo[2,3-d]pyrimidine-5-carbonitrile C(C)(C)NC=1C2=C(N=C(N1)NC1=CC=C(C=3CCOC31)C(=O)N3CCC(CC3)N3CCOCC3)NC=C2C#N